3-(1-(tert-butyl)-5-(5-(methoxymethyl)-7-methyl-1-((2-(trimethylsilyl)ethoxy)methyl)-1H-benzo[d]imidazol-2-yl)-1H-pyrazol-3-yl)cyclopentan-1-one C(C)(C)(C)N1N=C(C=C1C1=NC2=C(N1COCC[Si](C)(C)C)C(=CC(=C2)COC)C)C2CC(CC2)=O